C(CCC)N1C(=C(C2=CC=CC=C12)C1(OC(=O)C2=CC=CC=C12)C1=C(N(C2=CC=CC=C12)CCCC)C)C 3,3-bis(1-n-butyl-2-methyl-indol-3-yl)phthalide